C(=O)=C1OCCC1 2-Carbonyl-tetrahydrofuran